C(C)(C)(C)NC(O[C@H]1C[C@H](CC1)C=1NN=C(C1)N)=O (1R,3S)-3-(5-amino-2H-pyrazol-3-yl)cyclopentyl N-tert-butylcarbamate